(pentafluorophenyl)lithium borate B(O)(O)O.FC1=C(C(=C(C(=C1[Li])F)F)F)F